C(C)C(COC(=O)C1(CCCCC1)C(=O)OCC(CCCC)CC)CCCC cyclohexane-dicarboxylic acid di(2-ethylhexyl) ester